C(=O)N\C(\C(=O)OCC)=C/C=1OC=CC1 (Z)-ethyl 2-formamido-3-(furan-2-yl)acrylate